CN1C=CC2=CC(=CC=C12)C(=O)NN 1-methyl-1H-indole-5-carbohydrazide